α-methyl-aminobutyrate CC(C(=O)[O-])(CC)N